ClC1=C(C(=O)O)C=C(C(=C1)NCCCCCC)S(N)(=O)=O 2-chloro-4-(hexylamino)-5-sulfamoyl-benzoic acid